FC1(CCC(N(C1)C(CN1CCOCC1)C1=CN=C(S1)NC(OC(C)(C)C)=O)=O)F tert-butyl (5-(1-(5,5-difluoro-2-oxopiperidin-1-yl)-2-morpholinoethyl)thiazol-2-yl)carbamate